N-methyl-5,6-dihydrofuro[2,3-d]pyrimidin-4-amine CNC=1C2=C(N=CN1)OCC2